(S)-3-(1-amino-2-methylpropan-2-yl)-N-(4-(methylthio)-1-oxo-1-((4-(3-(pyridin-4-yl)phenyl)thiazol-2-yl)amino)butan-2-yl)benzamide NCC(C)(C)C=1C=C(C(=O)N[C@H](C(NC=2SC=C(N2)C2=CC(=CC=C2)C2=CC=NC=C2)=O)CCSC)C=CC1